Hydroxyamine hydrochloride Cl.ON